S(=O)(=O)(O)O.CNC(=N)S.C(N)(OC)=O.COC(N)=O.CNC(=N)S Methyl carbamate (methyl carbamimidothioate) hemisulfate